4-phenyl-7-((2-(trimethylsilyl)ethoxy)methyl)-7H-pyrrolo[2,3-d]Pyrimidine C1(=CC=CC=C1)C=1C2=C(N=CN1)N(C=C2)COCC[Si](C)(C)C